3-pentenylmethyldimethoxysilane C(CC=CC)[Si](OC)(OC)C